C(CCCCCCCCC\C=C/CCCCCC)(=O)[O-].[Mo+4].C(CCCCCCCCC\C=C/CCCCCC)(=O)[O-].C(CCCCCCCCC\C=C/CCCCCC)(=O)[O-].C(CCCCCCCCC\C=C/CCCCCC)(=O)[O-] molybdenum cis-vaccenate